CCC(C=C)O Penten-3-ol